CC1(OC2=C(C(N1)=O)C=CC=C2C)C 2,2,8-trimethyl-2,3-dihydro-4H-benzo[e][1,3]oxazin-4-one